1-[(2,4-dichlorophenyl)methyl]-N-[(6S)-2,4-dimethyl-5-oxo-7,8-dihydro-6H-pyrazolo[1,5-a][1,3]diazepin-6-yl]-1,2,4-triazole-3-carboxamide ClC1=C(C=CC(=C1)Cl)CN1N=C(N=C1)C(=O)N[C@@H]1C(N(C=2N(CC1)N=C(C2)C)C)=O